C1(CC1)C1=NC(=C2N1CCN(C2)C(=O)NC)C2=C1C=C(C(=NC1=CC=C2)C=2C(=NN(C2)C)C)C(F)(F)F 3-cyclopropyl-1-(2-(1,3-dimethyl-1H-pyrazol-4-yl)-3-(trifluoromethyl)quinolin-5-yl)-N-methyl-5,6-dihydroimidazo[1,5-a]pyrazine-7(8H)-carboxamide